C(#N)[C@H](CC1=CC=C(C=C1)C=1C=CC2=C(N(C(O2)=O)C)C1)NC(=O)[C@@H]1C[C@H]2[C@@H](N1)COC2 (2S,3aS,6aR)-N-[(1S)-1-cyano-2-[4-(3-methyl-2-oxo-1,3-benzoxazol-5-yl)phenyl]ethyl]-hexahydro-1H-furo[3,4-b]pyrrole-2-carboxamide